iron hafnium oxychloride O(Cl)Cl.[Hf].[Fe]